NC=1C=C(OCCCCO)C=CC1 4-(3-Aminophenoxy)-1-butanol